O=C1NC[C@@H](NC1)C1=CC=C(C=C1)NC(OC(C)(C)C)=O tert-butyl (S)-(4-(5-oxopiperazin-2-yl)phenyl)carbamate